P(=O)(O)(O)O.N1=C(N)N=C(N)N=C1N melamine orthophosphate salt